FC(CN1C(=NC2=C1C=C(C=C2)C=2C=CN1N=C(N=C(C12)OC)NC1CC(C1)(C(=O)NC)C)C)F (1r,3r)-3-((5-(1-(2,2-difluoroethyl)-2-methyl-1H-benzo[d]imidazol-6-yl)-4-methoxypyrrolo[2,1-f][1,2,4]triazin-2-yl)amino)-N,1-dimethylcyclobutane-1-carboxamide